O1CCC1C(=O)O 4-oxetanoic acid